F[C@@H]1CN(C[C@@H]1O)C(=O)OC(C)(C)C tert-butyl cis-3-fluoro-4-hydroxypyrrolidine-1-carboxylate